O=C1C(O)=C(O)[C@H](O1)[C@@H](O)CO.[Ca] calcium L-ascorbic acid